N=1C(C=CC1)=[Se] azoleselenone